CC1=C(NC2=CC=C(C=C12)CNC(OC(C)(C)C)=O)C1CCOCC1 tert-butyl ((3-methyl-2-(tetrahydro-2H-pyran-4-yl)-1H-indol-5-yl)methyl)carbamate